((R)-3-((cyclopropylmethyl)amino)piperidin-1-yl)pyridin-2(1H)-one C1(CC1)CN[C@H]1CN(CCC1)N1C(C=CC=C1)=O